12-amino-[1-dodecanol] NCCCCCCCCCCCCO